(1R,3r,5S)-3-(4-fluorobenzyl)-8-(2-(pyrimidin-4-yl)nicotinoyl)-8-azabicyclo[3.2.1]octane-3-carbonitrile FC1=CC=C(CC2(C[C@H]3CC[C@@H](C2)N3C(C3=C(N=CC=C3)C3=NC=NC=C3)=O)C#N)C=C1